CC1N(CCN(CCN(CCN(C1)CC(=O)O)CC(=O)O)CC(=O)O)CC(=O)O 2-Methyl-1,4,7,10-tetraazacyclododecane-1,4,7,10-tetraacetic acid